ClC1=C(C=C(C(=O)NC2=CC(=CC=C2)[C@H](C)SC2=NN=CN2C)C=C1)C (S)-4-Chloro-3-methyl-N-(3-(1-((4-methyl-4H-1,2,4-triazol-3-yl)thio)ethyl)phenyl)benzamide